(4-bromo-1H-pyrazol-1-yl)(1-(hydroxymethyl)-cyclopropyl)methanone BrC=1C=NN(C1)C(=O)C1(CC1)CO